CC1(N(CC(C1)CCCCN1N=C(C=C1)S(N)(=O)=O)C(=O)OC(C)(C)C)C tert-Butyl 2,2-dimethyl-4-[4-(3-sulfamoylpyrazol-1-yl)butyl]pyrrolidine-1-carboxylate